N-(4-chloro-1-methyl-5-(2H-1,2,3-triazol-2-yl)-1H-pyrrol-2-yl)-1-(1-methoxyisoquinolin-5-yl)-5-(trifluoromethyl)-1H-pyrazole-4-carboxamide ClC=1C=C(N(C1N1N=CC=N1)C)NC(=O)C=1C=NN(C1C(F)(F)F)C1=C2C=CN=C(C2=CC=C1)OC